BrC1=CC(=C2C=NC(=NN21)N[C@H]2[C@@H](CN(CC2)S(=O)(=O)C)F)F 7-bromo-5-fluoro-N-((3R,4R)-3-fluoro-1-(methylsulfonyl)piperidin-4-yl)pyrrolo[2,1-f][1,2,4]triazin-2-amine